N-(8-(methylamino)-5-((2-methylbenzofuran-5-yl)ethynyl)-2,7-naphthyridin-3-yl)cyclopropanecarboxamide CNC=1N=CC(=C2C=C(N=CC12)NC(=O)C1CC1)C#CC=1C=CC2=C(C=C(O2)C)C1